SCCC(=O)O.SCCC(=O)O.C(O)C(C)(CO)CO trimethylolethane bis(3-mercaptopropionate)